2,2'-p-phenylene-bis(4-phenyl-2-oxazoline) C1(=CC=C(C=C1)C=1OCC(N1)C1=CC=CC=C1)C=1OCC(N1)C1=CC=CC=C1